ClC=1C=C2CC(CC2=CC1)NC1=NC=C(C=N1)C(=O)N1CCC12CN(C2)C(C)=O 1-(1-(2-((5-chloro-2,3-dihydro-1H-inden-2-yl)amino)pyrimidine-5-carbonyl)-1,6-diazaspiro[3.3]hept-6-yl)ethanone